CN(C(CC)N(C)C)C N,N,N',N'-tetramethylpropanediamine